Magnesium (II) fluoride [F-].[Mg+2].[F-]